O1CCN(CC1)C(C[C@H](C(N[C@@H](CCCC)B1OC(C(O1)(C)C)(C)C)=O)NC(=O)C1=NC=CN=C1)=O N-((R)-4-morpholino-1,4-dioxo-1-(((R)-1-(4,4,5,5-tetramethyl-1,3,2-dioxaborolan-2-yl)pentyl)amino)butan-2-yl)pyrazine-2-carboxamide